1-(3-methyl-4-(4,4,5,5-tetramethyl-1,3,2-dioxaborolan-2-yl)phenyl)-1-(3-(trifluoromethyl)phenyl)ethanol CC=1C=C(C=CC1B1OC(C(O1)(C)C)(C)C)C(C)(O)C1=CC(=CC=C1)C(F)(F)F